CC1=C(C=C(C(=C1)CC1=C(C=CC=C1)C)C)N=CN(C)CC N'-(2,5-dimethyl-4-(2-methylbenzyl)phenyl)-N-ethyl-N-methylformimidamide